C(C)[C@]1(OCC=2C=NC(=CC21)C(=O)NC2C(N(C=1N(CC2)C=NC1)C)=O)C (1R)-1-ethyl-1-methyl-N-(1-methyl-2-oxo-2,3,4,5-tetrahydro-1H-imidazo[1,5-a][1,3]diazepin-3-yl)-1,3-dihydrofuro[3,4-c]pyridine-6-carboxamide